carbonic acid 7-[4-(4-benzo[b]thiophen-4-ylpiperazin-1-yl)butoxy]-2-oxo-2H-quinolin-1-ylmethyl ester (E)-3-phenyl-allyl ester C1(=CC=CC=C1)/C=C/COC(OCN1C(C=CC2=CC=C(C=C12)OCCCCN1CCN(CC1)C1=CC=CC=2SC=CC21)=O)=O